C(#N)C(C)(C)C1=CC=C(CNC(=O)C=2SC(=CC2)S(=O)(=O)NC)C=C1 N-(4-(2-cyanopropan-2-yl)benzyl)-5-(N-methylaminosulfonyl)thiophene-2-carboxamide